NC1=NC=2CCC3(C4CCC5(C(CCC5C4CC=C3C2S1)(O)C#C)C)C 7-amino-17-ethynyl-2,18-dimethyl-8-thia-6-azapentacyclo[11.7.0.02,10.05,9.014,18]icosa-5(9),6,10-trien-17-ol